C(C)OCO[C@H]1CC[C@@]2([C@H]3CC[C@@]4([C@H](CC[C@H]4[C@@H]3CC=C2C1)[C@@H](CCC(=O)OC(CCC)CCC)C)C)C heptan-4-yl (R)-4-((3S,8S,9S,10R,13R,14S,17R)-3-(ethoxymethoxy)-10,13-dimethyl-2,3,4,7,8,9,10,11,12,13,14,15,16,17-tetradecahydro-1H-cyclopenta[a]phenanthren-17-yl)pentanoate